FC1=C(OC=2C(=NC(=CC2)N=S(=O)(C)C)C=2C3=C(C(N(C2)C)=O)NC=C3)C=CC(=C1)F 4-{3-(2,4-difluorophenoxy)-6-{[dimethyl(oxo)-λ6-sulfanylidene]amino}-pyridin-2-yl}-6-methyl-1,6-dihydro-7H-pyrrolo[2,3-c]pyridin-7-one